9-(6-(ethyl(2-(trifluoromethyl)benzyl)amino)pyridin-3-yl)-6,7-dimethoxynaphtho[2,3-c]furan-1(3H)-one C(C)N(C1=CC=C(C=N1)C1=C2C=C(C(=CC2=CC2=C1C(OC2)=O)OC)OC)CC2=C(C=CC=C2)C(F)(F)F